[Ga]=[Se].[In].[Cu] Copper Indium Gallium Selenide